methoxymethyl 2-(difluoromethyl)-4-hydroxy-3,5,6-trimethylbenzoate FC(C1=C(C(=O)OCOC)C(=C(C(=C1C)O)C)C)F